C12C(C(C(CC1)O2)C(=O)O)C(=O)O 7-oxabicyclo[2.2.1]heptane-2,3-dicarboxylic acid